C(C)(C)(C)N1N=NC(=C1)CN(CC=1N=NN(C1)C(C)(C)C)CC=1N=NN(C1)C(C)(C)C tris[(1-tert-butyl-1H-1,2,3-triazol-4-yl)methyl]Amine